OC=1C=CC(=NC1)COC=1C=CC2=C(N=C(O2)C=2C=CC(=NC2)C(=O)NC)C1 5-(5-[(5-Hydroxypyridin-2-yl)methoxy]-1,3-benzoxazol-2-yl)-N-methylpyridine-2-carboxamide